(2R,4R)-4-((6-((1-(tert-butyl)-5-methyl-1H-pyrazol-3-yl)amino)-3-fluoro-4-isobutyrylpyridin-2-yl)methyl)-2-methylpiperidine-4-carboxylic acid tert-butyl ester C(C)(C)(C)OC(=O)[C@]1(C[C@H](NCC1)C)CC1=NC(=CC(=C1F)C(C(C)C)=O)NC1=NN(C(=C1)C)C(C)(C)C